(-)-3-(5-Amino-2-methyl-4-oxoquinazolin-3(4H)-yl)-(3-2H)piperidine-2,6-dione NC1=C2C(N(C(=NC2=CC=C1)C)C1(C(NC(CC1)=O)=O)[2H])=O